2-(2-chloro-4-(1H-pyrazol-4-yl)phenyl)-5-((3aR,6aS)-5-methylhexahydropyrrolo[3,4-c]pyrrol-2(1H)-yl)-1,3,4-thiadiazole ClC1=C(C=CC(=C1)C=1C=NNC1)C=1SC(=NN1)N1C[C@@H]2CN(C[C@@H]2C1)C